ClC=1C=C(C=C(C1)Cl)C1=NC(=CC(=C1)CN1CCC(CC1)CNC(=O)NC)OC=1C=NC(=NC1)N1CCN(CC1)CCOC 1-((1-((2-(3,5-dichloro-phenyl)-6-((2-(4-(2-methoxyethyl)piperazin-1-yl)pyrimidin-5-yl)oxy)pyridin-4-yl)methyl)piperidin-4-yl)methyl)-3-methylurea